BrCC1=CC=C(C(=O)C2=CC=CC=C2)C=C1 4-(bromomethyl)-benzophenone